NC(C(=O)NC1(CC1)C#N)C 2-amino-N-(1-cyanocyclopropyl)propanamide